C(C)OC(C(F)(F)C1=C(C=C(C=C1)C(=O)O)C(=O)O)=O (2,4-Dicarboxylphenyl)-2,2-difluoroacetic acid ethyl ester